O1C(=CC=C1)CCC(C)N 3-(2-furyl)-1-methylpropylamine